NC(CC1CN(C1)C1=CC(=NC=2N1N=C(C2C2=CC=C(C=C2)Cl)C2=C(C=CC=C2)Cl)N(CCC(=O)N)C)=O 3-[[7-[3-(2-amino-2-oxo-ethyl)azetidin-1-yl]-2-(2-chlorophenyl)-3-(4-chlorophenyl)pyrazolo[1,5-a]pyrimidin-5-yl]-methyl-amino]propionamide